FC(C)(S(=O)(=O)[O-])F 1,1-difluoroethansulfonate